ClC1=CC=C(C=C1)C1(NC(NC1=O)=O)CCC(=O)O 3-[4-(4-Chloro-phenyl)-2,5-dioxo-imidazolidin-4-yl]propionic acid